FC(C1=C(C=C2CCCN(C2=C1)C1=CC2=C(N(C(N2C)=O)C)C(=C1)C1CCOCC1)C=1C=CC(=NC1)C(=O)[O-])F.[Li+] Lithium 5-(7-(difluoromethyl)-1-(1,3-dimethyl-2-oxo-7-(tetrahydro-2H-pyran-4-yl)-2,3-dihydro-1H-benzo[d]imidazol-5-yl)-1,2,3,4-tetrahydroquinolin-6-yl)picolinate